NCC1=NNC(C2=C(C=C(C=C12)C=1C=NN(C1C1=C(C2=CC=CC=C2C=C1F)C#N)C)C1CC1)=O 2-(4-(4-(aminomethyl)-8-cyclopropyl-1-oxo-1,2-dihydrophthalazin-6-yl)-1-methyl-1H-pyrazol-5-yl)-3-fluoro-1-naphthalenenitrile